4-bromo-2-(2-methoxyethyl)-5-methylpyridazin-3(2H)-one BrC=1C(N(N=CC1C)CCOC)=O